ClC=1C=C2C=CN=C(C2=C(C1)C)N([C@H]1CN(CCC1)C(=O)OC(C)(C)C)C(=O)C=1C=NC(=CC1)C(NNC(COC)=O)=O tert-butyl (3R)-3-[(6-chloro-8-methyl-1-isoquinolyl)-[6-[[(2-methoxyacetyl)amino]carbamoyl]pyridine-3-carbonyl]amino]piperidine-1-carboxylate